3-((2-cyanobenzyl)amino)-1H-pyrrole-2-carboxylic acid ethyl ester C(C)OC(=O)C=1NC=CC1NCC1=C(C=CC=C1)C#N